N-{8-fluoro-2-methylimidazo[1,2-a]pyridin-6-yl}-2-methyl-4-{1-methyl-1,7-diazaspiro[3.5]nonan-7-yl}indazole-7-carboxamide FC=1C=2N(C=C(C1)NC(=O)C1=CC=C(C3=CN(N=C13)C)N1CCC3(CCN3C)CC1)C=C(N2)C